FC1=C(C=CC=C1C[C@@H]1N(CC[C@@H]1NS(=O)(=O)C(C)F)C(C(C)(C)O)=O)C1=CC(=CC=C1)F N-[(2S,3S)-2-[(2,3'-difluoro[1,1'-biphenyl]-3-yl)methyl]-1-(2-hydroxy-2-methylpropanoyl)pyrrolidin-3-yl]-1-fluoroethane-1-sulfonamide